4-[(2,5-dioxo-2,5-dihydro-1H-pyrrol-1-yl)methyl]benzoic acid O=C1N(C(C=C1)=O)CC1=CC=C(C(=O)O)C=C1